9-[1-(2-bromoanilino)ethyl]-3-ethyl-4,7-dimethyl-pyrazolo[3,4-c]isoquinolin-5-one BrC1=C(NC(C)C=2C=3C4=C(N(C(C3C=C(C2)C)=O)C)N(N=C4)CC)C=CC=C1